tert-butyl N-[3-({5-bromo-2-[(1-methyl-1H-pyrazol-4-yl)amino]pyrimidin-4-yl}amino)-4-fluorophenyl]carbamate BrC=1C(=NC(=NC1)NC=1C=NN(C1)C)NC=1C=C(C=CC1F)NC(OC(C)(C)C)=O